ClC1=C(C(=CC=C1)Cl)C=1C(N=CN2N=C(C=CC21)OC2=C(CCC2)C)=O 5-(2,6-dichlorophenyl)-2-((2-methylcyclopent-1-en-1-yl)oxy)-6H-pyrimido[1,6-b]pyridazin-6-one